OCC1=C2C=CNC2=CC=C1OC=1C=C(C=CC1)C1=NN(C=C1)CC=1C=C(C=CC1)CCC(=O)OC Methyl 3-(3-((3-(3-((4-(hydroxymethyl)-1H-indol-5-yl)oxy)phenyl)-1H-pyrazol-1-yl)methyl)phenyl)propanoate